COC(=O)C1=CN=CC=N1 Pyrazine-6-carboxylic acid methyl ester